O1C=2C(NCC1)C(N=CC2)=O 3,4-dihydro-2H-pyrido[4,3-b][1,4]oxazin-5-one